tert-butyl ((3-bromo-5-fluorophenyl)(methyl)(oxo)-λ6-sulfaneylidene)carbamate BrC=1C=C(C=C(C1)F)S(=O)(C)=NC(OC(C)(C)C)=O